FC(F)SC1=CC=2N(C=N1)C=C(N2)C2=C(C=C(C=N2)C(C#N)(C)C)S(=O)(=O)CC 2-[6-[7-(difluoromethylsulfanyl)imidazo[1,2-c]pyrimidin-2-yl]-5-ethylsulfonyl-3-pyridyl]-2-methyl-propanenitrile